C(C)(C)(C)C1CCC(CC1)C(=O)O 4-tert-butylcyclohexanecarboxylic acid